COCCN1C[C@H](N([C@H](C1)C)C=1OC2=C(N1)C=CC(=C2)N2C=C(C(C=C2C2=CC(=C(C=C2)N2CCCC2)C(F)(F)F)=O)C(=O)O)C 1-(2-((2R,6S)-4-(2-methoxyethyl)-2,6-dimethylpiperazin-1-yl)benzo[d]oxazol-6-yl)-4-oxo-6-(4-(pyrrolidin-1-yl)-3-(trifluoromethyl)phenyl)-1,4-dihydropyridine-3-carboxylic acid